CN([Si](C)(C)C)[Si](C)(C)C N-methyl-1,1,1,3,3,3-hexamethyldisilazane